5-(1,1'-biphenyl-4-yl)-8-(4'-phenyl-1,1'-biphenyl-3-yl)-5H,8H-indolo[2,3-c]carbazole C1(=CC=C(C=C1)N1C2=CC=CC=C2C2=C1C=CC=1N(C=3C=CC=CC3C21)C=2C=C(C=CC2)C2=CC=C(C=C2)C2=CC=CC=C2)C2=CC=CC=C2